CN1CC(=NC=C1B1OC(C(O1)(C)C)(C)C)C 1,3-dimethyl-6-(4,4,5,5-tetramethyl-1,3,2-dioxaborolan-2-yl)pyrazin